tert-butoxycarbonyl-1,6-diaminohexane C(C)(C)(C)OC(=O)C(CCCCCN)N